FC1=C(C=CC(=C1F)OC)C1=CN=C2N1C=CN=C2NC2=CC(=C(C(=O)N1CCN(CC1)C(C(CC(=O)O)NC([C@@H](CCCCN)N)=O)=O)C=C2)C |r| 4-[4-[4-[[3-(2,3-difluoro-4-methoxyphenyl)imidazo[1,2-a]pyrazin-8-yl]amino]-2-methylbenzoyl]piperazin-1-yl]-4-oxo-3-[[rac-(2R)-2,6-diaminohexanoyl]amino]butanoic acid